tri(2-methoxyphenyl)phosphorus COC1=C(C=CC=C1)P(C1=C(C=CC=C1)OC)C1=C(C=CC=C1)OC